C[C@@H]1[C@H]([C@@H]([C@H]([C@]2(O1)OCC1=CC(=C(C=C12)CC1=CC=C(C=C1)OCC)Br)O)O)O (1S,3'R,4'S,5'S,6'R)-6'-Methyl-6-(4-ethoxy-benzyl)-5-bromo-3',4',5',6'-tetrahydro-3H-spiro[isobenzofuran-1,2'-pyran]-3',4',5'-triol